N(=C=O)CC1SCC(SC1)CN=C=O 2,5-bis(isocyanatomethyl)-1,4-dithian